C(C)(=O)NC1=CC=C(CN2CCC(CC2)(CCC2=CC=CC=C2)CNC(C)=O)C=C1 N-((1-(4-acetamidobenzyl)-4-phenethylpiperidin-4-yl)methyl)acetamide